rac-tert-butyl (3R,4R)-4-(((6-(((1,1-difluorospiro[2.5]octan-6-yl)methyl)(ethyl)amino)-5-fluoropyrimidin-4-yl)amino)methyl)-3-hydroxypiperidine-1-carboxylate FC1(CC12CCC(CC2)CN(C2=C(C(=NC=N2)NC[C@@H]2[C@H](CN(CC2)C(=O)OC(C)(C)C)O)F)CC)F |r|